trans-5-(2-(3,4-difluoro-5-((R)-3-methoxypyrrolidin-1-yl)phenyl)cyclopropyl)-2,2'-bipyrimidine FC=1C=C(C=C(C1F)N1C[C@@H](CC1)OC)[C@H]1[C@@H](C1)C=1C=NC(=NC1)C1=NC=CC=N1